FC=1C=C(C=O)C=C(C1C=1N=C2N(C=CC(=C2)C)C1C[C@H]1CNCCO1)F (S)-3,5-difluoro-4-(7-methyl-3-(morpholin-2-ylmethyl)imidazo[1,2-a]pyridin-2-yl)benzaldehyde